C1CCC12NCCCN2 5,9-diazaspiro[3.5]nonane